(S)-5-(2-(2-methylazetidin-1-yl)-6,7-dihydro-5H-cyclopenta[d]pyrimidin-4-yl)thiophene-2-carboxamide C[C@@H]1N(CC1)C=1N=C(C2=C(N1)CCC2)C2=CC=C(S2)C(=O)N